O1C=CC2=C1C=CC(=C2)C2=CC=CC=1C=CNOC12 8-(benzofuran-5-yl)benzoxazine